C(#N)C1=C(C=CC=C1)C=1NC(=CC1C(=O)O)C 2-(2-cyanophenyl)-5-methyl-1H-pyrrole-3-carboxylic acid